FC1=C(C=CC=C1)C=1C=CC=C2C=NC(=NC12)NC=1C=NC(=CC1)N1CCOCC1 8-(2-fluorophenyl)-N-(6-morpholinylpyridin-3-yl)quinazolin-2-amine